tert-Butyl 2-(6-(hydroxymethyl)pyridin-3-yl)-1H-pyrrole-1-carboxylate OCC1=CC=C(C=N1)C=1N(C=CC1)C(=O)OC(C)(C)C